3,4-dimethyl-8-(3-pyrazin-2-yloxyazetidin-1-yl)pyrimido[4',5':4,5]thieno[2,3-c]pyridazine CC1=C(C2=C(N=N1)SC1=C2N=CN=C1N1CC(C1)OC1=NC=CN=C1)C